COC(=O)C(C1=CC=C(C=C1)CCCC)=O.C(C([2H])([2H])[2H])(OC=1C=CC(=NC1)C=1N(C(=NN1)C1CC(C1)N1CC=CC=C1)C1=C(C=CC=C1)F)([2H])[2H] N-((1S,3r)-3-(5-(5-(ethoxy-d5)pyridin-2-yl)-4-(2-fluorophenyl)-4H-1,2,4-triazol-3-yl)cyclobutyl)pyridine methyl-4-butylbenzoylformate